4-(5,6-dihydro-4H-pyrrolo[1,2-b]pyrazol-3-yl)-2,3-difluoro-phenol N=1N2C(=C(C1)C1=C(C(=C(C=C1)O)F)F)CCC2